COC([C@H](C(C)C)NC(=O)C1=CC(=NN1CC(C(F)(F)F)O)C=1C=C(C=CC1)C=1OC(=CN1)C(=O)N[C@@H](C(C)C)C(=O)OC)=O methyl (2-(3-(5-(((S)-1-methoxy-3-methyl-1-oxobutan-2-yl)carbamoyl)-1-(3,3,3-trifluoro-2-hydroxypropyl)-1H-pyrazol-3-yl)phenyl)oxazole-5-carbonyl)-L-valinate